O[C@H](C(=O)OC(C)(C)C)CC=1C=C2C=NNC2=C(C1)C Tert-butyl (S)-2-hydroxy-3-(7-methyl-1H-indazol-5-yl)propanoate